Br.BrCC=1C=NC=CC1 3-(bromomethyl)pyridine HBr